ClC[C@@H](COC1=CC=C(C=C1)C(C)(C)C1=CC=C(C=C1)OC[C@H](CN1N=NC(=C1)CO)O)O (R)-1-chloro-3-(4-(2-(4-((S)-2-hydroxy-3-(4-(hydroxymethyl)-1H-1,2,3-triazol-1-yl)propoxy)phenyl)propan-2-yl)phenoxy)propan-2-ol